CN1N=CC(=C1)C1=NC=CC(=N1)CO [2-(1-Methylpyrazol-4-yl)pyrimidin-4-yl]methanol